C1(CC1)C1=NNC=C1C1=NC(=CC=C1)C 2-(3-cyclopropyl-1H-pyrazol-4-yl)-6-methylpyridine